tert-Butyl 3-acetamido-5-(2-oxoethyl)indole-1-carboxylate C(C)(=O)NC1=CN(C2=CC=C(C=C12)CC=O)C(=O)OC(C)(C)C